5-[(E)-[(1,1-dioxo-1,2-benzothiazol-3-yl)-methyl-hydrazono]methyl]-3-isobutyl-1H-benzimidazol-2-one O=S1(N=C(C2=C1C=CC=C2)N(\N=C\C2=CC1=C(NC(N1CC(C)C)=O)C=C2)C)=O